C(C(C)C)C1C(N(CC1)CC(C)C)(CC(C)C)CC(C)C tetraisobutylpyrrolidine